C(C)(C)(C)OC(N[C@@H](CC(C)C)C(=O)NN)=O N-[(1S)-1-(hydrazinocarbonyl)-3-methyl-butyl]carbamic acid tert-butyl ester